1-methyl-7-(2-methyl-4-(6-(trifluoromethyl)quinazolin-2-yl)phenyl)-6,7-dihydro-1H-pyrazolo[3,4-f][1,4]oxazepin-8(5H)-one CN1N=CC2=C1C(N(CCO2)C2=C(C=C(C=C2)C2=NC1=CC=C(C=C1C=N2)C(F)(F)F)C)=O